tert-butyl (S)-2-(2-(5-(3,5-dimethyl-1H-pyrazol-1-yl)pyridin-3-yl)-4-methoxy-4-carbonylbutyl)-2,7-diazaspiro[3.5]nonane-7-carboxylate CC1=NN(C(=C1)C)C=1C=C(C=NC1)[C@@H](CN1CC2(C1)CCN(CC2)C(=O)OC(C)(C)C)CC(=C=O)OC